ClC=1C=C(C(O)=CC1)O 4-Chlorocatechol